Cl.Cl.FC1=C(C=CC(=C1)C1NCCC1)C=1N=C2SC3=C(C=NC(=C3)C(=O)NCCCN3CCC(CC3)F)N2C1 2-(2-fluoro-4-(pyrrolidin-2-yl)phenyl)-N-(3-(4-fluoropiperidin-1-yl)propyl)imidazo[2',1':2,3]thiazolo[4,5-c]pyridine-7-carboxamide dihydrochloride